NC=1C2=C(N=CN1)N(C1=C2C=C(C(=N1)C)C)C=1C(=C(C=C(C1Cl)O)O)Cl 5-(4-Amino-6,7-dimethyl-9H-pyrido[3',2':4,5]pyrrolo[2,3-d]pyrimidin-9-yl)-4,6-dichlorobenzene-1,3-diol